(8-quinolinolat) aluminum [Al+3].N1=CC=CC2=CC=CC(=C12)[O-].N1=CC=CC2=CC=CC(=C12)[O-].N1=CC=CC2=CC=CC(=C12)[O-]